6-METHOXY-N-(4-(TRIFLUOROMETHOXY)PHENYL)-2-(TRIFLUOROMETHYL)-1H-IMIDAZO[4,5-B]PYRAZIN-5-AMINE COC1=C(N=C2C(=N1)NC(=N2)C(F)(F)F)NC2=CC=C(C=C2)OC(F)(F)F